carbonyl cyanide-p-trifluoromethoxyphenyl hydrazone FC(OC1=CC=C(C=C1)NN=C(C#N)C#N)(F)F